N-(3,3-difluorocyclobutyl)-5-(2-((cis-4-(trifluoromethoxy)cyclohexyl)amino)-7H-pyrrolo[2,3-d]pyrimidin-5-yl)pyrazolo[1,5-a]pyridine-3-carboxamide FC1(CC(C1)NC(=O)C=1C=NN2C1C=C(C=C2)C2=CNC=1N=C(N=CC12)N[C@@H]1CC[C@@H](CC1)OC(F)(F)F)F